CC1=C(SC=2N=CN=C(C21)N2CCC(CC2)OC=2C=NC(=CC2)C)C 5,6-dimethyl-4-(4-((6-methylpyridin-3-yl)oxy)piperidin-1-yl)thieno[2,3-d]pyrimidine